tert-butyl (2-(2,3-dihydro-4H-benzo[b][1,4]oxazin-4-yl)-2-oxoethyl)carbamate O1C2=C(N(CC1)C(CNC(OC(C)(C)C)=O)=O)C=CC=C2